C(C)(C)(C)OC(=O)N1[C@@H](CN[C@H](C1)CC)C (2R,5S)-5-ethyl-2-methylpiperazine-1-carboxylic acid tert-butyl ester